C(C)OC1=NC=CC=C1C1=CC(=C2C(=N1)C(=NN2C(C)C)C)NCC2=NC=NC=C2 5-(2-ethoxy-3-pyridinyl)-1-isopropyl-3-methyl-N-(pyrimidin-4-ylmethyl)pyrazolo[4,3-b]pyridin-7-amine